((1-(2-(4-fluorophenyl)-2-oxoethyl)piperidin-4-yl)methyl)carbamic acid tert-butyl ester C(C)(C)(C)OC(NCC1CCN(CC1)CC(=O)C1=CC=C(C=C1)F)=O